NC1=CC=C(C=N1)C1CC2(CN(C2)C(=O)OC(C)(C)C)C1 tert-butyl 6-(6-aminopyridin-3-yl)-2-azaspiro[3.3]heptane-2-carboxylate